(R)-1-(tert-Butyldimethylsilyl)-12-hydroxyoleyl Alcohol [Si](C)(C)(C(C)(C)C)[C@H](CCCCCCC\C=C/CC(CCCCCC)O)O